NC1=C2N=C(N(C2=NC(=N1)F)CC=1C=C(CCC2=CC=C(C=N2)CO)C=CC1)Br (6-(3-((6-amino-8-bromo-2-fluoro-9H-purin-9-yl)methyl)phenethyl)pyridin-3-yl)methanol